COC(=O)C1=CNC(C=C1)=O Methyl-6-oxo-1,6-dihydropyridine-3-carboxylate